C(CCCCCCCCCCCCCCC)N1C(CC1)=O 1-hexadecylazetidin-2-one